1-methyldimethoxysilylethyl-3-bis(diethylamino)methylsilylethyl-1,1,3,3-tetramethyldisiloxane C[Si](C(C)[Si](O[Si](C)(C)CC[SiH2]C(N(CC)CC)N(CC)CC)(C)C)(OC)OC